CP(C1=C(SC=C1P(C)C)C)C 3,4-bis(dimethylphosphino)-2-methylthiophene